C(ON1C(CCC1=O)=O)(O[C@H]1\C=C\CC[C@](CC1)(C(NCCOCCOC)=O)O)=O 2,5-Dioxopyrrolidin-1-yl (1R,2E,6S)-6-hydroxy-6-{[2-(2-methoxyethoxy)ethyl]carbamoyl}cyclooct-2-en-1-yl carbonate